(Z)-5-((Z)-5-chloro-2-oxoindoline-3-ylidene)-3-phenyl-2-(phenylimino)-thiazolidin-4-one ClC=1C=C2/C(/C(NC2=CC1)=O)=C/1\C(N(/C(/S1)=N/C1=CC=CC=C1)C1=CC=CC=C1)=O